perfluoro-butenyl vinyl ether C(=C)OC(=C(C(C(F)(F)F)(F)F)F)F